C(C)NC1CCN(CC1)C=1C2=CN(N=C2C(=CC1)C(=O)NC=1C=C(C=2N(C1)C=C(N2)C)OC2=C(C=CC=C2)C)C 4-[4-(ethylamino)-1-piperidyl]-2-methyl-N-[2-methyl-8-(2-methylphenoxy)imidazo[1,2-a]pyridin-6-yl]indazole-7-carboxamide